3-Ethyl-2-heptanon C(C)C(C(C)=O)CCCC